Isopropyl-tin C(C)(C)[Sn]